FC=1C(=NC=C(C1)F)CNC(C(=O)OCC)=O ethyl 2-(((3,5-difluoropyridin-2-yl)methyl)amino)-2-oxoacetate